tert-butyl N-[3-(7-bromo-4-fluoro-2-oxo-3H-benzimidazol-1-yl)propyl]-N-methyl-carbamate BrC1=CC=C(C2=C1N(C(N2)=O)CCCN(C(OC(C)(C)C)=O)C)F